[Ag+3].[Ag+] monosilver (I) monosilver (III)